CC1C2(CC(NC2)=O)CCN(C1)C(=O)OC(C)(C)C tert-butyl 6-methyl-3-oxo-2,8-diazaspiro[4.5]decane-8-carboxylate